N-{4-[4-(3-{1-[4-(acetaminosulfonyl)phenyl]-1H-1,2,3-triazol-4-yl}phenyl)-1H-1,2,3-triazol-1-yl]benzenesulfonyl}-acetamide N(C(=O)C)S(=O)(=O)C1=CC=C(C=C1)N1N=NC(=C1)C=1C=C(C=CC1)C=1N=NN(C1)C1=CC=C(C=C1)S(=O)(=O)NC(C)=O